trans-3-(hydroxymethyl)-4-(4-methoxyphenyl)-5-methylpiperidine-1-carboxylic acid 1-tert-butyl ester C(C)(C)(C)OC(=O)N1CC(C(C(C1)C)C1=CC=C(C=C1)OC)CO